FC1=C(OC2=CC=3N(C=N2)C=NN3)C=CC(=C1)[N+](=O)[O-] 7-(2-fluoro-4-nitro-phenoxy)-[1,2,4]triazolo[4,3-c]pyrimidine